BrC=1C=C2[C@@H](CCOC2=C(C1)Br)N[S@](=O)C(C)(C)C (R)-N-[(4R)-6,8-dibromochroman-4-yl]-tert-butylsulfinamide